NC1=CC=C2C(=NC=NC2=C1)O[C@@H]1CC[C@H](CC1)N1C(N(CC1=O)C=1C=NC=C(C1)C(F)(F)F)=O 3-{trans-4-[(7-amino-4-quinazolinyl)oxy]cyclohexyl}-1-[5-(trifluoromethyl)-3-pyridinyl]-2,4-imidazolidinedione